tert-butyl 1-(benzo[b]thiophen-2-yl)hydrazine-1-carboxylate S1C2=C(C=C1N(N)C(=O)OC(C)(C)C)C=CC=C2